BrC1=C(C=CC(=C1)I)OC(F)(F)F 2-bromo-4-iodo-1-(trifluoromethoxy)benzene